((3R,3'R)-3'-hydroxy-1,4-dihydro-2H-spiro[isoquinoline-3,4'-piperidin]-1'-yl)(6-((S or R)-1-methoxyethyl)imidazo[1,2-a]pyridin-2-yl)methanone O[C@@H]1CN(CC[C@@]12NCC1=CC=CC=C1C2)C(=O)C=2N=C1N(C=C(C=C1)[C@H](C)OC)C2 |o1:26|